1-((4R,5R,7S,8R)-7-fluoro-8-hydroxy-7-(hydroxymethyl)-6-oxa-1-thiaspiro[3.4]octan-5-yl)pyrimidine-2,4(1H,3H)-dione F[C@@]1(O[C@H]([C@@]2(CCS2)[C@@H]1O)N1C(NC(C=C1)=O)=O)CO